C(CCCC)C=1C=CC=C2C(NC(C12)=O)=O 7-Amylisoindoline-1,3-dione